tert-butyl ((R*)-1-(5-((S*)-1-amino-2-cyclopropoxyethyl)-1-((2-(trimethylsilyl)ethoxy)methyl)-1H-benzo[d]imidazol-2-yl)-2-((1,1,1-trifluoro-2-methylpropan-2-yl)oxy)ethyl)carbamate N[C@H](COC1CC1)C1=CC2=C(N(C(=N2)[C@H](COC(C(F)(F)F)(C)C)NC(OC(C)(C)C)=O)COCC[Si](C)(C)C)C=C1 |o1:1,14|